4,5-dihydropyridazinone N=1NC(CCC1)=O